7,8-dihydro-phenazine C1=CC=CC2=NC3=CCCC=C3N=C12